2-(3-chlorobenzyl)cyclopentyl ((S)-1-(((S)-4-(cyclopropylamino)-3,4-dioxo-1-((S)-2-oxopyrrolidin-3-yl) butan-2-yl)amino)-4-methyl-1-oxopentan-2-yl)carbamate C1(CC1)NC(C([C@H](C[C@H]1C(NCC1)=O)NC([C@H](CC(C)C)NC(OC1C(CCC1)CC1=CC(=CC=C1)Cl)=O)=O)=O)=O